O.O.Cl.Cl dihydrochloride-dihydrate